C(#N)CC1CCN(CC1)N1C=NC2=C1C=CN2 1-(4-cyanomethylpiperidin-1-yl)-imidazo[4,5-d]pyrrole